FC1(CCN(CC1)C1=C(C=CC(=N1)C(=O)NN)OC)F 6-(4,4-difluoropiperidin-1-yl)-5-methoxypicolinohydrazide